(trifluoromethyl)-5,6,7,8-tetrahydrocinnolin-3(2H)-one FC(F)(F)N1N=C2CCCCC2=CC1=O